methyl 5-(2,5-diacetoxy-4-(4-acetoxy-3-(methoxycarbonyl)phenylaminocarbonyl) benzamido)-2-acetoxybenzoate C(C)(=O)OC1=C(C(=O)NC=2C=CC(=C(C(=O)OC)C2)OC(C)=O)C=C(C(=C1)C(=O)NC1=CC(=C(C=C1)OC(C)=O)C(=O)OC)OC(C)=O